3-chloro-6-(2,3-dichlorophenyl)pyrazine-2-carboxylic acid methyl ester COC(=O)C1=NC(=CN=C1Cl)C1=C(C(=CC=C1)Cl)Cl